C(=O)C1=CC=CC(=N1)NC(C)=O N-(6-FORMYL-PYRIDIN-2-YL)-ACETAMIDE